C(C)(C)(C)P(C(C)C)C(C)(C)C Di-tert-butyl(iso-propyl)phosphin